4-amino-9-(2-((1R,3S,5R)-3-((6-bromopyridin-2-yl)carbamoyl)-5-methyl-2-azabicyclo[3.1.0]hexan-2-yl)-2-oxoethyl)-9H-pyrimido[4,5-b]indole-6-carboxylic acid NC1=NC=NC=2N(C3=CC=C(C=C3C21)C(=O)O)CC(=O)N2[C@@H]1C[C@@]1(C[C@H]2C(NC2=NC(=CC=C2)Br)=O)C